C(=O)C1=NC=CC(=C1)CN1C[C@@H](CCC1)NC(OC(C)(C)C)=O tert-butyl (R)-(1-((2-formylpyridin-4-yl)methyl)piperidin-3-yl)carbamate